[SiH3]CCCOC(C(=C)C)=O silylpropylmethacrylat